BrC1=C(C=C2C(=NC(=NC2=C1F)OC[C@H]1N(CCC1)C)N1CCOCC(C1)(O)C)Cl 4-(7-bromo-6-chloro-8-fluoro-2-(((S)-1-methylpyrrolidine-2-yl)methoxy)quinazolin-4-yl)-6-methyl-1,4-oxazepan-6-ol